C1(CC1)N(C1=CC=C(N=N1)C1=C(C=C(C=C1)C=1C=NNC1)O)C1CC(NC(C1)(C)C)(C)C 2-(6-(cyclopropyl(2,2,6,6-tetramethylpiperidin-4-yl)amino)pyridazin-3-yl)-5-(1H-pyrazol-4-yl)phenol